C(C1=CC=CC=C1)NC(CC1=CC(=CC=C1)[N+](=O)[O-])=O N-benzyl-2-(3-nitrophenyl)acetamide